N2-ethyl-4-ethylsulfanyl-5-[3-methyl-6-(trifluoromethyl)imidazo[4,5-c]pyridin-2-yl]benzene-1,2-diamine C(C)NC=1C(=CC(=C(C1)SCC)C1=NC2=C(C=NC(=C2)C(F)(F)F)N1C)N